C(C)(C)(C)N1N=CC(=C1)C(=O)NCC1=NC(=NO1)C1=NN2C(C=CC=C2N[C@H]2[C@H](CN(CC2)C)F)=C1\C=C\C 1-(tert-butyl)-N-((3-(7-(((3S,4R)-3-fluoro-1-methylpiperidin-4-yl)amino)-3-((E)-prop-1-en-1-yl)pyrazolo[1,5-a]pyridin-2-yl)-1,2,4-oxadiazol-5-yl)methyl)-1H-pyrazole-4-carboxamide